Cl.ClC1=C(C=C(C=C1)NC(C1=NC=C(C=C1)CCCCC)=O)C(F)(F)F N-(4-chloro-3-(trifluoromethyl)phenyl)-5-pentylpicolinamide hydrogen chloride